2-hex-yldecanol C(CCCCC)C(CO)CCCCCCCC